C(C)OC(=O)C=1C(=NC=NC1)C=O.FC=1C=C(C2=C(C=C(O2)CN2CC=3N=CN=CC3C2=O)C1)C(=O)OC Methyl 5-fluoro-2-((5-oxo-5,7-dihydro-6H-pyrrolo[3,4-d]pyrimidin-6-yl)methyl)benzofuran-7-carboxylate Ethyl-4-formylpyrimidine-5-carboxylate